C[S@](=O)C1=CC=2N(C(C(=C(N2)C(F)(F)F)C2=CC=C(C=C2)OCC(F)(F)F)=O)C=C1 8-((S)-methylsulfinyl)-3-(4-(2,2,2-trifluoroethoxy)phenyl)-2-(trifluoromethyl)-4H-pyrido[1,2-a]pyrimidin-4-one